ClCC1=CC=C(C=C1)N1C(=NC=2C1=NC(=CC2)C2=CC=C(C=C2)OC)C=2C(=NC=CC2)N 3-(3-(4-(Chloromethyl)phenyl)-5-(4-methoxyphenyl)-3H-imidazo[4,5-b]pyridin-2-yl)pyridin-2-amine